19-Docosapentaenoic acid Methyl ester CC/C=C/CCCCCCC/C=C/C=C/C=C/C=C/CCC(=O)OC